(3-FORMYL-BENZYL)-CARBAMIC ACID BENZYL ESTER C(C1=CC=CC=C1)OC(NCC1=CC(=CC=C1)C=O)=O